4-epoxy-1-methylcyclohexyl-3,4-epoxy-1-methylhexanecarboxylic acid CC(CC1C(CC)(O1)C12C(CCCC1)O2)(C(=O)O)C